C(C)(C)(C)N1CCC(CC1)CN1CCN(CC1)C1=NC=CC(=C1)Br tert-butyl-4-{[4-(4-bromopyridin-2-yl)piperazin-1-yl]methyl}piperidine